dimethyl-L-glutamine CN([C@@H](CCC(N)=O)C(=O)O)C